N-(2-dimethylamino-ethyl)-3-[6-(3-phenoxyphenyl)imidazo[1,2-b]pyridazin-3-yl]benzamide CN(CCNC(C1=CC(=CC=C1)C1=CN=C2N1N=C(C=C2)C2=CC(=CC=C2)OC2=CC=CC=C2)=O)C